C(CCCCCCCCC\C=C/CCCCCCCC)O (Z)-eicosa-11-en-1-ol